C(C)(C)OC(C)OC1=CC=C(C=C1)CCC(=O)O 3-(4-(1-isopropoxyethoxy)phenyl)propionic acid